N(=[N+]=[N-])C(CCN)OCC1=CC=C(C(=O)O)C=C1 4-[(1-azido-3-aminopropoxy)methyl]benzoic acid